2,5-dichloro-N-[2-({(1R)-1-[(4S)-4-cyclohexyl-5-oxo-1,3,2-dioxaborolan-2-yl]-3-methyl-butyl}amino)-2-oxoethyl]benzamide ClC1=C(C(=O)NCC(=O)N[C@@H](CC(C)C)B2OC([C@@H](O2)C2CCCCC2)=O)C=C(C=C1)Cl